C1(CC1)C=1N=NN(C1)[C@H](C(=O)N1[C@@H](C[C@H](C1)O)C(=O)NCC1(CC2(C1)CCC2)C2=NC=CC=C2)C(C)(C)C (2S,4r)-1-[(2S)-2-(4-cyclopropyl-triazol-1-yl)-3,3-dimethyl-butyryl]-4-hydroxy-N-[[2-(2-pyridyl)spiro[3.3]heptan-2-yl]methyl]pyrrolidine-2-carboxamide